methacryloyloxyethyl-trimethyl-ammonium methyl-sulfate COS(=O)(=O)[O-].C(C(=C)C)(=O)OCC[N+](C)(C)C